N1C=NCC1=O (E)-4,5-dihydro-1H-imidazol-5-one